tert-butyl(2-fluoro-3-iodopropoxy)dimethylsilane C(C)(C)(C)[Si](C)(C)OCC(CI)F